3-cyclopropyl-N6-ethyl-N6-(4-methoxybenzyl)-N8-(pyridin-2-ylmethyl)-[1,2,4]triazolo[4,3-b]pyridazine-6,8-diamine C1(CC1)C1=NN=C2N1N=C(C=C2NCC2=NC=CC=C2)N(CC2=CC=C(C=C2)OC)CC